OC=1C(=NC=C(C1)C1=CC2=C(S1)C=CC(=C2)C(C)C)C(=O)NCC(C(=O)O)(C)C 3-(3-Hydroxy-5-(5-isopropylbenzo[b]thiophen-2-yl)pyridinecarboxamido)-2,2-dimethylpropionic acid